4,5,6-trimethylpyrimidin-2-amine CC1=NC(=NC(=C1C)C)N